4-(4-carboxyphenyl)-2-aminobenzoic acid C(=O)(O)C1=CC=C(C=C1)C1=CC(=C(C(=O)O)C=C1)N